ethyl (S,E)-3-(2-formyl-4-methyl-1-(oxetan-2-ylmethyl)-1H-imidazol-5-yl)acrylate C(=O)C=1N(C(=C(N1)C)/C=C/C(=O)OCC)C[C@H]1OCC1